C(C)(C)(C)OC([C@@H](CC1=CC(=CC=C1)N1C(N(CC1)C1=CC(=CC=C1)O)=O)[C@@H]1CN(CC1)C(=O)OC(C)(C)C)=O tert-butyl (3R)-3-[(1S)-2-tert-butoxy-1-[[3-[3-(3-hydroxyphenyl)-2-oxo-imidazolidin-1-yl]phenyl]methyl]-2-oxo-ethyl]pyrrolidine-1-carboxylate